N-([1,1'-biphenyl]-4-yl)-N-(3-((3r,5r,7r)-adamantan-1-yl)-5-bromophenyl)-[1,1'-biphenyl]-4-amine C1(=CC=C(C=C1)N(C1=CC=C(C=C1)C1=CC=CC=C1)C1=CC(=CC(=C1)Br)C12CC3CC(CC(C1)C3)C2)C2=CC=CC=C2